4-(1-phenyl-1H-pyrazol-4-yl)-N-[(piperidin-4-yl)methyl]thiophene-2-carboxamide C1(=CC=CC=C1)N1N=CC(=C1)C=1C=C(SC1)C(=O)NCC1CCNCC1